NC1=NC(=C(C(=N1)C(C)C)N1C(NC(C2=C1N=C(C(=C2)Cl)C2=C(C=CC=C2)F)=O)=O)C(C)C 1-(2-amino-4,6-diisopropylpyrimidin-5-yl)-6-chloro-7-(2-fluorophenyl)pyrido[2,3-d]pyrimidine-2,4(1H,3H)-dione